C(C)C1N(CCOC1)CCO ethyl-morpholineethanol